CC1(CCN(CC1)C(=O)O)C1=NOC(=N1)C 4-methyl-4-(5-methyl-1,2,4-oxadiazol-3-yl)piperidine-1-carboxylic acid